FC1=CC=CC=2NS(CC21)(=O)=O 4-fluoro-1,3-dihydrobenzo[c]isothiazole 2,2-dioxide